CN(C)CCCC(C(=O)N)=C dimethylaminopropyl-acryl-amide